1-methyl-5-oxo-N-((1,2,3,4-tetrahydronaphthalen-2-yl)methyl)-4,5-dihydro-1H-1,2,4-triazole-3-carboxamide CN1N=C(NC1=O)C(=O)NCC1CC2=CC=CC=C2CC1